C(C)OC(C(C(=O)OCC)NC(=O)C)=O.NC1=C(C=C(C=N1)C=1C=C(C(=O)NCCO)C=CC1)C1=CC(=C(C(=C1)OC)OC)OC 3-[6-amino-5-(3,4,5-trimethoxy-phenyl)-3-pyridyl]-N-(2-hydroxyethyl)benzamide Diethyl-acetaminomalonate